COC([C@@](N(C(=O)OC(C)(C)C)C(=O)OC(C)(C)C)(CCCNC(N)=N)C(=O)OC(C)(C)C)=O tri-Bocarginine methyl ester